C(C)(C)(C)NN(CCO)CCO N-tert-butylaminodiethanolamine